FC1=C(C=CC(=C1)[C@@H]1CNCC1)C=1N=C2SC3=C(N2C1)C=CC(=C3)C(=O)NCCCN3CCC(CC3)F (R)-2-(2-fluoro-4-(pyrrolidin-3-yl)phenyl)-N-(3-(4-fluoropiperidin-1-yl)propyl)benzo[d]imidazo[2,1-b]thiazole-7-carboxamide